OCC=1C=CC(=NC1)NC(=S)NC(OCC)=O ethyl N-[[5-(hydroxymethyl)-2-pyridyl]carbamothioyl]carbamate